CC1=C(C=C(C=N1)NC(=O)C=1C2=C(SC1)CCCC2)C=2C=NC1=CC(=NC=C1C2)NC N-(6-methyl-5-(7-(methylamino)-1,6-naphthyridin-3-yl)pyridin-3-yl)-4,5,6,7-tetrahydrobenzo[b]thiophene-3-carboxamide